C(CCCCCC(=O)OCCCCCCCCCCCC)(=O)OCCCCCCCCCCCC didodecyl pimelate